O1CCN(CC1)C=1C2=C(N=C(N1)C=1C=C(C=CC1)NC(C1=CN=CC=C1)=O)C=C(S2)C2=CN=CO2 N-(3-(4-morpholino-6-(oxazol-5-yl)thieno[3,2-d]pyrimidin-2-yl)phenyl)nicotinamide